[NH+]12CCC[NH+]=C2CCC1 1,5-diazoniabicyclo[4.3.0]-non-5-ene